[Cl-].[Cl-].C(C)[La](C1C=CC=C1)CC diethylcyclopentadienyllanthanum dichloride